FC=1C=CC(=C(C1)C1=CC(=C(N=N1)OC1(C[C@@H]2[C@@H](CN(C2)CC2CCOCC2)C1)[2H])C(F)(F)F)C (3aR,5s,6aS)-5-((6-(5-fluoro-2-methylphenyl)-4-(trifluoro-methyl)pyridazin-3-yl)oxy)-2-((tetrahydro-2H-pyran-4-yl)methyl)octahydro-cyclopenta[c]pyrrole-5-d